ClC1=C(C=CC2=C1C(=N[C@H](C(N2)=O)C)C2=NC=CC=C2F)C(F)(F)F (3S)-6-chloro-5-(3-fluoro-2-pyridyl)-3-methyl-7-(trifluoromethyl)-1,3-dihydro-1,4-benzodiazepin-2-one